NC1=CC=C(C=C1)C1=C(C2=C(N(C(N(C2=O)C2CCS(CC2)(=O)=O)=O)CC2=C(C=CC=C2F)F)S1)CN(C)C 6-(4-aminophenyl)-1-(2,6-difluorobenzyl)-5-((dimethylamino)methyl)-3-(1,1-dioxotetrahydro-2H-thiopyran-4-yl)thieno[2,3-d]pyrimidine-2,4(1H,3H)-dione